2-([5-(3,5-Dimethoxyphenyl)-1-[2-(dimethylamino)phenyl]-1H-pyrazol-3-yl]methoxy)-2-methylpropanoic acid COC=1C=C(C=C(C1)OC)C1=CC(=NN1C1=C(C=CC=C1)N(C)C)COC(C(=O)O)(C)C